tert-butyl ((1R,3S)-3-((6-(1-methyl-1H-pyrazol-4-yl)pyrazolo[1,5-a]pyrazin-4-yl)oxy)cyclopentyl)carbamate CN1N=CC(=C1)C=1N=C(C=2N(C1)N=CC2)O[C@@H]2C[C@@H](CC2)NC(OC(C)(C)C)=O